Cl.CN1N=NC(=C1C(F)(F)F)C(N)=N 1-methyl-5-(trifluoromethyl)-1H-1,2,3-triazole-4-carboximidoamide hydrochloride